1-methylheptyl (2-ethylhexyl) phosphate P(=O)(OC(CCCCCC)C)(OCC(CCCC)CC)[O-]